ClC1=C(N=C(NC1=O)C1=CC(=NC=C1)F)N1CCC(CC1)C(=O)NCCO 1-[5-chloro-2-(2-fluoro-4-pyridinyl)-6-oxo-1H-pyrimidin-4-yl]-N-(2-hydroxyethyl)piperidine-4-carboxamide